Sodium N-[2-(hydroxymethyl)phenyl]sulfamate OCC1=C(C=CC=C1)NS([O-])(=O)=O.[Na+]